FC(C1=CC=C(C=N1)B(O)O)(F)F 6-(trifluoromethyl)pyridin-3-ylboronic acid